(S)-(5-((6,6-dimethylpiperidin-3-yl)amino)-3-isopropylpyrazolo[1,5-a]pyrimidin-7-yl)(3-nitrobenzyl)carbamic acid tert-butyl ester C(C)(C)(C)OC(N(CC1=CC(=CC=C1)[N+](=O)[O-])C1=CC(=NC=2N1N=CC2C(C)C)N[C@@H]2CNC(CC2)(C)C)=O